ClC=1N=CC(=NC1)C(C(=O)OCC)N=C(C1=CC=CC=C1)C1=CC=CC=C1 ethyl 2-(5-chloropyrazin-2-yl)-2-[(diphenylmethylidene) amino]acetate